NCC=1C=C(C=CC1)C1CCN(CC1)C(\C=C\C1=CC(=C(C=C1)O)CO)=O (E)-1-(4-(3-(aminomethyl)phenyl)piperidin-1-yl)-3-(4-hydroxy-3-(hydroxymethyl)phenyl)prop-2-en-1-one